2-[(2S)-1-(2-fluoroprop-2-enoyl)-4-[7-(8-methyl-1-naphthyl)-2-[[(2S)-pyrrolidin-2-yl]methoxy]-6,8-dihydro-5H-pyrido[3,4-d]pyrimidin-4-yl]piperazin-2-yl]acetonitrile FC(C(=O)N1[C@H](CN(CC1)C=1C2=C(N=C(N1)OC[C@H]1NCCC1)CN(CC2)C2=CC=CC1=CC=CC(=C21)C)CC#N)=C